C(C\C=C/CC)O cis-3-Hexen-1-ol